FC=1C=C(C=CC1F)C(=O)N[C@H](CNC([C@@H](C(CO)(C)C)O)=O)C (2R)-N-[(2S)-2-[(3,4-difluorophenyl)formamido]propyl]-2,4-dihydroxy-3,3-dimethyl-butanamide